O1C(COC2=NC=CC=C21)COC2=NC(N1C(C3=CC=C(C=C3CC1)C=1C=NC(=CC1)C)=C2)=O 2-(2,3-Dihydro-[1,4]dioxino[2,3-b]pyridin-2-ylmethoxy)-9-(6-methyl-pyridin-3-yl)-6,7-dihydro-pyrimido[6,1-a]isoquinolin-4-one